C(C)(C)(C)OC(=O)N1CCC(=CC1)C1=NN(C=C1)C 4-(1-methyl-1H-pyrazol-3-yl)-3,6-dihydropyridine-1(2H)-carboxylic acid tert-butyl ester